C1OCC12CN(CCC2)CCNC(=O)C2=NN(C1=C2C=NC(=C1)C=1C=NN2C1N=CC=C2)C=2C(=CC1=C(OCCN1)C2)OC N-(2-(2-oxa-6-azaspiro[3.5]nonan-6-yl)ethyl)-1-(6-methoxy-3,4-dihydro-2H-benzo[b][1,4]oxazin-7-yl)-6-(pyrazolo[1,5-a]pyrimidin-3-yl)-1H-pyrazolo[4,3-c]pyridine-3-carboxamide